3-(2-(tert-butyldisulfaneyl)-2-(2-hydroxyethoxy)ethoxy)-N-(2-(2,2,2-trifluoroacetamido)ethyl)benzamide C(C)(C)(C)SSC(COC=1C=C(C(=O)NCCNC(C(F)(F)F)=O)C=CC1)OCCO